C(C)(C)N1N=C(C=C1)C1=C(C2=C(N=C(N=C2OCCCOC)C=2N(C=CN2)C)S1)C 6-(1-Isopropyl-1H-pyrazol-3-yl)-4-(3-methoxypropoxy)-5-methyl-2-(1-methyl-1H-imidazol-2-yl)thieno[2,3-d]pyrimidine